tert-butyl (R)-6-methyl-4-(((trifluoromethyl)sulfonyl)oxy)-3,6-dihydro-pyridine-1(2H)-carboxylate C[C@@H]1C=C(CCN1C(=O)OC(C)(C)C)OS(=O)(=O)C(F)(F)F